F[S+](N1CCOCC1)F difluoromorpholinyl-sulfonium